CC(C(=O)N)(C)N1N=C(C(=C1)[N+](=O)[O-])C 2-methyl-2-(3-methyl-4-nitro-1H-pyrazol-1-yl)propionylAmine